NC1=NC=C(C2=C1C=NN2COCC[Si](C)(C)C)NC(=O)C(=O)N(CC2=NC=CC=N2)CC2=NC=C(C=C2)C#N N-[4-amino-1-(2-trimethylsilylethoxymethyl)pyrazolo[4,3-c]pyridin-7-yl]-N'-[(5-cyano-2-pyridyl)methyl]-N'-(pyrimidin-2-ylmethyl)oxamide